C1=CC=CC=2C3=CC=CC=C3N(C12)C=1C=C(C=C(C1)N1C2=CC=CC=C2C=2C=CC=CC12)C1=NC(=NC(=C1)C1=CC=C(C=C1)C1=CC=CC=C1)C1=CC=CC=C1 4-[3,5-bis(9H-carbazol-9-yl)phenyl]-2-phenyl-6-(biphenyl-4-yl)pyrimidine